2-{4-(6-(1,1'-biphenyl-4-yl)-dibenzothiophene-4-yl)-phenyl}-4,6-diphenyl-1,3,5-triazine C1(=CC=C(C=C1)C1=CC=CC=2C3=C(SC21)C(=CC=C3)C3=CC=C(C=C3)C3=NC(=NC(=N3)C3=CC=CC=C3)C3=CC=CC=C3)C3=CC=CC=C3